amino-2-[1-(2-methoxyethyl)-1H-pyrazol-4-yl]benzenesulfonamide NC=1C(=C(C=CC1)S(=O)(=O)N)C=1C=NN(C1)CCOC